C(#N)C=1C=C2C(N(C(NC2=CC1C(=O)OC)=O)CC)=S methyl 6-cyano-3-ethyl-2-oxo-4-thioxo-1,2,3,4-tetrahydroquinazoline-7-carboxylate